(E)-3,5-difluoro-4-(2-methoxyvinyl)benzonitrile FC=1C=C(C#N)C=C(C1\C=C\OC)F